ClC=1C=CC2=C([C@@H](C[C@@H](O2)C(=O)NC23CC(C2)(C3)OCC(N3CC(CC3)OC(F)(F)F)=O)O)C1 (2R,4R)-6-chloro-4-hydroxy-N-(3-{2-oxo-2-[3-(trifluoromethoxy)pyrrolidin-1-yl]ethoxy}bicyclo[1.1.1]pentan-1-yl)-3,4-dihydro-2H-1-benzopyran-2-carboxamide